CC=1N=C(SC1C(=O)OCC)NC(CCNC1=NC=CC2=CC=C(C=C12)C1=NOC(=N1)C)=O Ethyl 4-methyl-2-[3-[[7-(5-methyl-1,2,4-oxadiazol-3-yl)-1-isoquinolyl]amino]propanoylamino]thiazole-5-carboxylate